NC1=NNC=C1C=1C=C(C(=O)NC=2N(C=C(N2)CCC(NC2=CC=CC=C2)=O)C2=CC=CC=C2)C=CC1 3-(3-amino-1H-pyrazol-4-yl)-N-(4-(3-oxo-3-(phenylamino)propyl)-1-phenyl-1H-imidazol-2-yl)benzamide